FC=1C=CC2=C(N=C(S2)C2=CC(=C(N)C=C2)C)C1 4-(5-Fluorobenzothiazol-2-yl)-2-methylaniline